1,2,3,4-butanetetracarboxylic acid tetrakis(4-methylcyclohexylamide) CC1CCC(CC1)NC(=O)CC(C(CC(=O)NC1CCC(CC1)C)C(=O)NC1CCC(CC1)C)C(=O)NC1CCC(CC1)C